C[C@@H]1N(C[C@H](N(C1)[C@@H](C)C=1C=C2N=CC=NC2=CC1)C)C=1C=2C(N(C(C1)=O)C)=C(N(N2)C2OCCCC2)F 7-((2S,5R)-2,5-dimethyl-4-((S)-1-(quinoxalin-6-yl)ethyl)piperazin-1-yl)-3-fluoro-4-methyl-2-(tetrahydro-2H-pyran-2-yl)-2,4-dihydro-5H-pyrazolo[4,3-b]pyridin-5-one